ClC=1C=2N(C=CC1)N=C(C2)[C@H]2N(CCC1=C2N=CN1)C(=O)C1=NC(=NN1C)C1CC1 (S)-(4-(4-chloropyrazolo[1,5-a]pyridin-2-yl)-6,7-dihydro-1H-imidazo[4,5-c]pyridin-5(4H)-yl)(3-cyclopropyl-1-methyl-1H-1,2,4-triazol-5-yl)methanone